FC(C(=O)O)(F)F.C(#N)CC(N1N=CC(=C1)C=1C2=C(N=CN1)NC=C2)C=2C=C(C=CC2)S(=O)(=O)NCCC2=CC=CC=C2 3-{2-cyano-1-[4-(7H-pyrrolo-[2,3-d]pyrimidin-4-yl)-1H-pyrazol-1-yl]ethyl}-N-(2-phenylethyl)benzenesulfonamide trifluoroacetate